COCCC(CCOC)=O 1,5-dimethoxy-3-pentanone